5-Nitro-4-oxo-1-[4-(trifluoromethoxy)phenyl]cinnoline-3-carboxylic acid ethyl ester C(C)OC(=O)C1=NN(C2=CC=CC(=C2C1=O)[N+](=O)[O-])C1=CC=C(C=C1)OC(F)(F)F